stearyl (acrylate) C(C=C)(=O)OCCCCCCCCCCCCCCCCCC